ON=C(N)C=1C=CC(=C(O\C(\C(=O)OC)=C/OC)C1)C methyl (2Z)-2-(5-(N'-hydroxycarbamimidoyl)-2-methylphenoxy)-3-methoxyacrylate